NC1=NC=CC=C1C1=NC=2C(=NC(=CC2)C2=CC=CC=C2)N1C1=CC=C(CNC(OC(C)(C)C)=O)C=C1 tert-butyl (4-(2-(2-aminopyridin-3-yl)-5-phenyl-3H-imidazo[4,5-b]pyridin-3-yl)benzyl)carbamate